VINYLIDENE CHLORIDE C(=C)(Cl)Cl